tert-butyl 4-(3-hydroxypropyl)-1,4-diazepan-1-carboxylate OCCCN1CCN(CCC1)C(=O)OC(C)(C)C